CC1=C(C=2N(C=CC2S1)CC#CC1=CC=CC=C1)C(=O)NC1CC2(CC(C2)C(=O)O)C1 6-(2-methyl-4-(3-phenylprop-2-yn-1-yl)-4H-thieno[3,2-b]pyrrole-3-carboxamido)spiro[3.3]heptane-2-carboxylic acid